(S)-7-((4-((4-Methoxybenzyl)oxy)phenyl)(pyridin-4-yl)methoxy)chroman-4-one COC1=CC=C(COC2=CC=C(C=C2)[C@H](OC2=CC=C3C(CCOC3=C2)=O)C2=CC=NC=C2)C=C1